ClC1=CC(=[N+](C(=C1)C)[O-])C 4-Chloro-2,6-dimethylpyridine-1-oxide